3-methyl-6-hydroxy-benzo[d]Isoxazole CC1=NOC2=C1C=CC(=C2)O